5-amino-1-(4-nitrophenyl)-3-methylpyrazole NC1=CC(=NN1C1=CC=C(C=C1)[N+](=O)[O-])C